C1(CC1)NS(=O)(=O)C=1C=C(C=CC1)NC(=O)C=1C=CC2=C(N(C(=N2)C(C(F)(F)F)(C2=CC=CC=C2)O)CC)C1 N-(3-(N-cyclopropylsulfamoyl)phenyl)-1-ethyl-2-(2,2,2-trifluoro-1-hydroxy-1-phenylethyl)-1H-benzo[d]imidazole-6-carboxamide